CN1C=CC2=CC(=CC=C12)CC(=O)N (1-methyl-1H-indol-5-yl)acetamide